2-mercapto-N-cyclohexylbenzamide SC1=C(C(=O)NC2CCCCC2)C=CC=C1